2-{[1-(Cyclopropylmethyl)piperidin-4-yl]methyl}-N-{[(2R)-1,4-dioxan-2-yl]methyl}-8-(trifluoromethyl)-4,5-dihydro-2H-furo[2,3-g]indazole-7-carboxamide C1(CC1)CN1CCC(CC1)CN1N=C2C3=C(CCC2=C1)OC(=C3C(F)(F)F)C(=O)NC[C@H]3OCCOC3